C(C)(C)N1[C@H]2CC(C[C@@H]1CC2)NC(OC(C)(C)C)=O tert-Butyl ((1R,3r,5S)-8-isopropyl-8-azabicyclo[3.2.1]octan-3-yl)carbamate